N-(2-hydroxyethyl)-ethylenediamine triacetate C(C)(=O)O.C(C)(=O)O.C(C)(=O)O.OCCNCCN